C(C)(C)(C)OC(=O)N1CCN(C2=CC=CC(=C12)C)C1=CC2=C(N=C(N=C2)S(=O)C)N(C1=O)C1CC(C1)OC 4-[8-(3-methoxycyclobutyl)-2-methylsulfinyl-7-oxo-pyrido[2,3-d]pyrimidin-6-yl]-8-methyl-2,3-dihydroquinoxaline-1-carboxylic acid tert-butyl ester